benzyl ((1r,4r)-4-(((1-(4-(2,6-dioxopiperidin-3-yl)-2-fluorophenyl)piperidin-4-yl)amino)methyl)cyclohexyl)carbamate O=C1NC(CCC1C1=CC(=C(C=C1)N1CCC(CC1)NCC1CCC(CC1)NC(OCC1=CC=CC=C1)=O)F)=O